C1(CC1)C1=CC=2C(=NC=CC2C2=NC(=CC(=N2)N=S(=O)(C)C)N2[C@@H](COCC2)C)N1S(=O)(=O)C1=CC=C(C)C=C1 (R)-((2-(2-cyclopropyl-1-tosyl-1H-pyrrolo[2,3-b]pyridin-4-yl)-6-(3-methylmorpholino)pyrimidin-4-yl)imino)dimethyl-λ6-sulfanone